Tert-butyl (3-(2,4-dimethoxypyridin-3-yl)-1-((2-(trimethylsilyl)ethoxy)methyl)-1H-pyrrolo[2,3-b]pyridin-6-yl)carbamate COC1=NC=CC(=C1C1=CN(C2=NC(=CC=C21)NC(OC(C)(C)C)=O)COCC[Si](C)(C)C)OC